C1(CC1)[C@@H](C)NC1=NC(=NC=C1C(=O)N)NC12CCC(CC1)(CC2)O (R)-4-(1-cyclopropylethylamino)-2-(4-hydroxybicyclo[2.2.2]octan-1-ylamino)pyrimidine-5-carboxamide